6-bromo-4-fluoro-3-methoxybenzene-1,2-diamine BrC=1C=C(C(=C(C1N)N)OC)F